CC1=CC=CC(=N1)C1=C(N=CN1)C=1C=C2C=C(C=NC2=CC1)C=1C=C(C=NC1)C(=O)OC1CCNCC1 4-piperidyl 5-[6-[5-(6-methyl-2-pyridyl)-1H-imidazol-4-yl]-3-quinolyl]pyridine-3-carboxylate